3-azaspiro[5.5]-undec-8-ene-3-carboxylate C1CN(CCC12CC=CCC2)C(=O)[O-]